3,3'-Thiobis(2-((1-mercaptopropan-2-yl)thio)-1-propanethiol) S(CC(CS)SC(CS)C)CC(CS)SC(CS)C